(E)-5-(2-ethoxyvinyl)-2-fluorobenzonitrile C(C)O/C=C/C=1C=CC(=C(C#N)C1)F